OC=1C=C(OCCOC2=CC=C(C=C2)C2=CC=C(C=C2)C=CC(=O)C2=CC=CC=C2)C=C(C1)O 3-[4-[4-[2-(3,5-Dihydroxyphenoxy)ethoxy]phenyl]phenyl]-1-phenylprop-2-en-1-one